CN1N=C(C2=CC=C(C=C12)C(=O)NC=1N=CC=2N(C1)C=C(N2)[C@@H]2N(CCC2)C)N2CCCCC2 1-methyl-N-{2-[(2R)-1-methylpyrrolidin-2-yl]imidazo[1,2-a]pyrazin-6-yl}-3-(piperidin-1-yl)indazole-6-carboxamide